O1C=CC2=C1C=CO2 Furanofuran